2-(1-(6-(6-(Difluoromethyl)imidazo[1,2-b]pyridazin-3-yl)pyrimidin-4-yl)piperidin-3-yl)propan-2-ol FC(C=1C=CC=2N(N1)C(=CN2)C2=CC(=NC=N2)N2CC(CCC2)C(C)(C)O)F